5-(2-cyclopropyl-8-((1S,2S)-2-(2,4-difluorophenyl)cyclopropyl)imidazo[1,2-b]pyridazin-6-yl)pyrimidine-2,4(1H,3H)-dione C1(CC1)C=1N=C2N(N=C(C=C2[C@@H]2[C@H](C2)C2=C(C=C(C=C2)F)F)C=2C(NC(NC2)=O)=O)C1